C(C)N1C(CCC1)=O ethyl-pyrrolidone